(R)-5,5-Difluoro-2-imino-3,6-dimethyl-6-(8-(prop-1-yn-1-yl)dibenzo[b,d]thiophen-2-yl)tetrahydropyrimidin-4(1H)-one FC1(C(N(C(N[C@@]1(C1=CC2=C(SC3=C2C=C(C=C3)C#CC)C=C1)C)=N)C)=O)F